(S)-hexahydropyridazine-3-carboxylic acid methyl ester hydrochloride Cl.COC(=O)[C@H]1NNCCC1